4-bromo-2-fluoro-6-(4-methylpiperazin-1-yl)benzaldehyde BrC1=CC(=C(C=O)C(=C1)N1CCN(CC1)C)F